CN(CCN(C1=CC=C(C=C1)NC=1N=CC2=C(N1)N(C(C=C2C#C)=O)[C@H]2CN(CCC2)C(CC)=O)C)C (R)-2-((4-((2-(dimethylamino)ethyl)(methyl)amino)phenyl)amino)-5-ethynyl-8-(1-propionylpiperidin-3-yl)pyrido[2,3-d]pyrimidin-7(8H)-one